CC1=C(NC=C1C)C(=O)N 3,4-dimethyl-1H-pyrrole-2-carboxamide